3-(3-(((R)-2,2-dimethyl-1,3-dioxolan-4-yl)methoxy)-4-methyl-1-phenyl-1H-pyrazol-5-yl)urea CC1(OC[C@H](O1)COC1=NN(C(=C1C)NC(N)=O)C1=CC=CC=C1)C